N-[3-[6-[[tert-butyl(dimethyl)silyl]oxymethyl]-2-quinolyl]oxetan-3-yl]-N,2-dimethyl-propane-2-sulfinamide [Si](C)(C)(C(C)(C)C)OCC=1C=C2C=CC(=NC2=CC1)C1(COC1)N(S(=O)C(C)(C)C)C